exo-bicyclo[6.1.0]Non-4-yn-9-ylmethanol C12CCC#CCCC2C1CO